10-phenylnaphtho[1,2-b]benzofuran-7-yl trifluoromethanesulfonate FC(S(=O)(=O)OC1=CC=C(C2=C1C1=C(O2)C=2C=CC=CC2C=C1)C1=CC=CC=C1)(F)F